(R)-1-(1-(3-(2-cyanophenyl)azetidin-1-yl)-3-hydroxy-1-oxopropan-2-yl)-3-(2-ethynyl-thiazol-4-yl)urea C(#N)C1=C(C=CC=C1)C1CN(C1)C([C@@H](CO)NC(=O)NC=1N=C(SC1)C#C)=O